C(C1=CC=CC=C1)NC(=O)C=1N(C(N2C1CN(CC2)C(C2=C(C(=C(C=C2)Br)Cl)C)=O)=O)C2=CC=C(C=C2)OC2CC2 N-benzyl-7-(4-bromo-3-chloro-2-methyl-benzoyl)-2-[4-(cyclopropoxy)phenyl]-3-oxo-6,8-dihydro-5H-imidazo[1,5-a]pyrazine-1-carboxamide